(R)-3-Hydroxy-3-(3-(6-(2-(isoxazol-4-ylamino)pyrimidin-4-yl)pyridin-2-yl)isoxazol-5-yl)-1-methylpyrrolidin-2-one O[C@@]1(C(N(CC1)C)=O)C1=CC(=NO1)C1=NC(=CC=C1)C1=NC(=NC=C1)NC=1C=NOC1